8-methyl-3-(3-methylbenzyl)-N-(2-(pyrrolidin-1-yl)ethyl)quinolin-2-amine CC=1C=CC=C2C=C(C(=NC12)NCCN1CCCC1)CC1=CC(=CC=C1)C